3,5-difluoro-N-hydroxy-4-((4-methyl-5-(2-phenylpropan-2-yl)-4H-1,2,4-triazol-3-yl)thio)benzamide FC=1C=C(C(=O)NO)C=C(C1SC1=NN=C(N1C)C(C)(C)C1=CC=CC=C1)F